FC1=CC=C(C=C1)[C@@H]1NC[C@H](C(C1)=O)C |r| rac-(2R,5R)-2-(4-Fluorophenyl)-5-methyl-Piperidin-4-one